tert-butyl-(1-pyrazin-2-yl-3-piperidinyl) carbamate C(N)(OC1C(N(CCC1)C1=NC=CN=C1)C(C)(C)C)=O